BrC=1C(=C2C=CN(C2=C(C1)C)S(=O)(=O)C1=CC=C(C)C=C1)CN1N=C2C=CC(=CC2=C1O)C#N 2-((5-bromo-7-methyl-1-tosyl-1H-indol-4-yl)methyl)-3-hydroxy-2H-indazole-5-carbonitrile